tert-butyl (5R)-5-amino-3,3-difluoro-piperidine-1-carboxylate N[C@@H]1CC(CN(C1)C(=O)OC(C)(C)C)(F)F